(1R)-camphor [C@]12(C(=O)CC(CC1)C2(C)C)C